N[C@@H](C)C1(CN(C1)C(=O)C=1C(=CC(N(N1)C)=O)NC1=C(C=C(C=C1)Br)Cl)O 6-({3-[(1S)-1-aminoethyl]-3-hydroxyazetidin-1-yl}carbonyl)-5-[(4-bromo-2-chlorophenyl)amino]-2-methylpyridazin-3(2H)-one